CCCCC/C=C/C(=O)SCCNC(=O)CCNC(=O)[C@@H](C(C)(C)COP(=O)([O-])OP(=O)([O-])OC[C@@H]1[C@H]([C@H]([C@@H](O1)N2C=NC3=C(N=CN=C32)N)O)OP(=O)([O-])[O-])O The molecule is a trans-2,3-didehydroacyl-CoA(4-) arising from deprotonation of the phosphate and diphosphate OH groups of trans-oct-2-enoyl-CoA; major species at pH 7.3. It is a 2,3-trans-enoyl CoA(4-), a medium-chain fatty acyl-CoA(4-) and a 4-saturated trans-2-enoyl-CoA(4-). It is a conjugate base of a trans-oct-2-enoyl-CoA.